C1(CCCCC1)N1C(NC(C(=C1)[C@@H]1O[C@@H]([C@H]([C@H]1O)O)CO)=O)=O 1-cyclohexyl-5-((2S,3R,4S,5R)-3,4-dihydroxy-5-(Hydroxymethyl)tetrahydrofuran-2-yl)pyrimidine-2,4(1H,3H)-dione